4-Amino-N-[(1-methylbenzimidazol-2-yl)methyl]-N-(2-oxopyrrolidin-1-yl)-1,3-dihydrofuro[3,4-c]quinoline-8-carboxamide NC1=NC=2C=CC(=CC2C2=C1COC2)C(=O)N(N2C(CCC2)=O)CC2=NC1=C(N2C)C=CC=C1